N-[2-(2-aminoethoxy)ethyl]-4-[[3-[1-(2,3-dihydroxypropyl)-3-(trifluoromethyl)pyrazol-4-yl]imidazo[1,2-a]pyrazin-8-yl]amino]-2-ethylbenzamide NCCOCCNC(C1=C(C=C(C=C1)NC=1C=2N(C=CN1)C(=CN2)C=2C(=NN(C2)CC(CO)O)C(F)(F)F)CC)=O